F[C@@H]1CN(C[C@H](C1)NC1=NC=CC(=N1)C1=C(N=C(S1)C)OC1=C2C=CC=NC2=C(C=C1)NS(=O)(=O)C(C)C)C(=O)OC(C)(C)C tert-butyl (3S,5S)-3-fluoro-5-[[4-[4-[[8-(isopropylsulfonylamino)-5-quinolyl]oxy]-2-methyl-thiazol-5-yl]pyrimidin-2-yl]amino]piperidine-1-carboxylate